1-isopropyl-2,4-dioxo-3-(pyridin-3-yl)-1,2,3,4-tetrahydropyrimidine-5-carboxamide C(C)(C)N1C(N(C(C(=C1)C(=O)N)=O)C=1C=NC=CC1)=O